BrC=1C=C(C(=NC1)CO)N1CCN(CC1)C(=O)OC(C)(C)C tert-butyl 4-(5-bromo-2-(hydroxymethyl)pyridin-3-yl)piperazine-1-carboxylate